acryloxyoctylbromodimethylsilane C(C=C)(=O)OCCCCCCCC[Si](C)(C)Br